CC(C)(C)[O-].C(C)CC(CC(=O)[O-])=O.C(C)CC(CC(=O)[O-])=O.C(C)CC(CC(=O)[O-])=O.[Zr+4] zirconium tri(ethylacetoacetate) mono-tert-butoxide